bis(2,4,6-trimethylbenzoyl)-2,4-diisobutoxyphenylphosphine oxide CC1=C(C(=O)P(C2=C(C=C(C=C2)OCC(C)C)OCC(C)C)(C(C2=C(C=C(C=C2C)C)C)=O)=O)C(=CC(=C1)C)C